FC(S(=O)(=O)OC1=CN([C@@H](C1)CO[Si](C)(C)C(C)(C)C)C(C1=C(C=C(C(=C1)OC)O[Si](C1=CC=CC=C1)(C1=CC=CC=C1)C(C)(C)C)NC(=O)OC(C)(C)C)=O)(F)F (S)-1-(2-((tert-butoxycarbonyl)amino)-4-((tert-butyldiphenylsilyl)oxy)-5-methoxybenzoyl)-5-(((tert-butyldimethylsilyl)oxy)methyl)-4,5-dihydro-1H-pyrrol-3-yl trifluoromethanesulfonate